FC=1C=C(C=CC1)C 5-fluoro-3-methyl-benzene